ClC1=C(C(=O)NC=2C=C3C=C(N(C3=CC2)C)C(=O)NCC2=CC(=CC=C2)C(F)(F)F)C=C(C=C1)CNC(C(C)C)=O 5-(2-chloro-5-(isobutyrylaminomethyl)benzoylamino)-1-methyl-N-(3-(trifluoromethyl)benzyl)-1H-indole-2-carboxamide